5-({3-[6-(2,3-Dihydro-benzo[1,4]dioxin-5-yl)-2-methoxy-pyridin-3-ylamino]-benzylamino}-methyl)-piperidin-2-one O1CCOC2=C1C=CC=C2C2=CC=C(C(=N2)OC)NC=2C=C(CNCC1CCC(NC1)=O)C=CC2